O=C1NC(CCC1N1C(C2=CC(=C(C=C2C1=O)F)CN1CCN(CC1)C(C1=C(C=CC(=C1)CC1=NNC(C2=CC=CC=C12)=O)F)=O)=O)=O 2-(2,6-dioxopiperidin-3-yl)-5-fluoro-6-((4-(2-fluoro-5-((4-oxo-3,4-dihydrophthalazin-1-yl)methyl)benzoyl)piperazin-1-yl)methyl)isoindoline-1,3-dione